1-(3-(4-Methoxyphenyl)-1,2,4-oxadiazol-5-yl)-N-(1-phenylcyclopropyl)piperidine-4-carboxamide COC1=CC=C(C=C1)C1=NOC(=N1)N1CCC(CC1)C(=O)NC1(CC1)C1=CC=CC=C1